Cl.Cl.Cl.N1(CCOCC1)C1=C2N=CN(C2=NC=N1)CCC[C@H]1NCCC[C@@H]1O (2R,3S)-2-(3-(6-morpholinyl-9H-purin-9-yl)propyl)piperidin-3-ol trihydrochloride